BrC=1C=CC2=C(N=C(O2)N)C1 5-bromo-1,3-benzoxazol-2-ylamine